ClC1=C(C=C2CCN(CC2=C1)C)NC1=NC=C(C(=N1)C1=CC(=C(S1)C(=O)N)S(=O)(=O)C)C(F)(F)F 5-(2-((7-chloro-2-methyl-1,2,3,4-tetrahydroisoquinolin-6-yl)amino)-5-(trifluoromethyl)pyrimidin-4-yl)-3-(methylsulfonyl)thiophene-2-carboxamide